CN1N=C(C(=C1)C(=O)NC1=CC2=C(C=N1)C=C(N2C)C2=NC(=NC=C2)NCC(F)(F)F)C 1,3-dimethyl-N-(1-methyl-2-(2-(2,2,2-trifluoroethylamino)pyrimidin-4-yl)-1H-pyrrolo[3,2-c]pyridin-6-yl)-1H-pyrazole-4-carboxamide